1-(tetrahydro-2H-pyran-4-yl)propan-1-one tert-butyl-4-[1-(2,6-dioxo-3-piperidyl)-3,4-dihydro-2H-quinolin-5-yl]piperidine-1-carboxylate C(C)(C)(C)OC(=O)N1CCC(CC1)C1=C2CCCN(C2=CC=C1)C1C(NC(CC1)=O)=O.O1CCC(CC1)C(CC)=O